(5-(1H-pyrazol-4-yl)piperidin-3-yl)methanol tert-butyl-4-(4-((methylsulfonyl)oxy)butyl-4,4-d2)piperidine-1-carboxylate C(C)(C)(C)C1N(CCC(C1)CCCC([2H])([2H])OS(=O)(=O)C)C(=O)OCC1CNCC(C1)C=1C=NNC1